C1(=CC=CC2=CC=CC=C12)P(C1=CC=CC=C1)(C1=CC=CC=C1)=O 1-naphthyl-diphenyl-phosphorus oxide